1-((2-(trimethylsilyl)ethoxy)methyl)-4,5,6,7-tetrahydro-1H-benzo[d]imidazole C[Si](CCOCN1C=NC2=C1CCCC2)(C)C